(1S,2S,3R,5R)-2-fluoro-3-hydroxy-9-azabicyclo[3.3.1]nonane-9-carboxylic acid tert-butyl ester C(C)(C)(C)OC(=O)N1[C@@H]2[C@@H]([C@@H](C[C@H]1CCC2)O)F